C(CCCCCCCCCCCCCCC(C)C)(=O)O.COC methyl ether isostearate